4-(6,6-difluorospiro[3.3]heptan-2-yl)-6,7-dimethyl-2-((2S)-2-(2-methyl-4-pyridinyl)-4-morpholinyl)pteridine FC1(CC2(CC(C2)C2=NC(=NC3=NC(=C(N=C23)C)C)N2C[C@@H](OCC2)C2=CC(=NC=C2)C)C1)F